C(C)OC(C[C@@H](C=1C=C(C=CC1)C1=C(C=CC=C1)CC)N)=O (S)-3-amino-3-(2'-ethylbiphenyl-3-yl)propionic acid ethyl ester